2-(1H-imidazol-4-yl)-3,6-dimethyl-4-(2-(6-(trifluoromethyl)imidazo[1,2-a]pyrazin-3-yl)pyrimidin-4-yl)morpholine 2-(trans-2,5-diphenylphospholan-1-yl)ethyl-4-methylbenzenesulfonate C1(=CC=CC=C1)[C@@H]1P([C@H](CC1)C1=CC=CC=C1)CCOS(=O)(=O)C1=CC=C(C=C1)C.N1C=NC(=C1)C1C(N(CC(O1)C)C1=NC(=NC=C1)C1=CN=C2N1C=C(N=C2)C(F)(F)F)C